OC[C@@H]1N(CCNC1)C(=O)OC(C)(C)C (R)-tert-butyl 2-(hydroxymethyl)piperazine-1-carboxylate